ClC1=CC(=C(C=C1C(=O)ONC1CCCC1)N1C(N(C(N(C1=O)C)=S)C)=O)F 3-(4-chloro-5-((cyclopentylamino)oxycarbonyl)-2-fluorophenyl)-1,5-dimethyl-6-thioxo-1,3,5-triazine-2,4-dione